2-[bis(2-aminoethyl)amino]-ethanesulfonic acid NCCN(CCS(=O)(=O)O)CCN